N-(2-((2-(dimethylamino)ethyl)(methyl)amino)-4-methoxy-5-((4-(8-methylimidazo[1,5-a]-pyridin-3-yl)pyrimidin-2-yl)amino)phenyl)acrylamide CN(CCN(C1=C(C=C(C(=C1)OC)NC1=NC=CC(=N1)C1=NC=C2N1C=CC=C2C)NC(C=C)=O)C)C